BrCC1=CN=C2C=C(C=NC2=C1)C1CC1 7-(Bromomethyl)-3-cyclopropyl-1,5-naphthyridin